CC1=CC=C(CNC=2C3=C(N=C(N2)C2=NC=CC=C2)SC=C3C3=CC=CC=C3)C=C1 (4-Methyl-benzyl)-(5-phenyl-2-pyridin-2-yl-thieno[2,3-d]pyrimidin-4-yl)-amine